isopropyl-methyl-isopropylaniline C(C)(C)C1=C(N(C(C)C)C)C=CC=C1